COC=1C=C(C=C(C1OC)OC)C=CC1=CC(=CC(=C1)OC)OC 3,3',4,5,5'-pentamethoxystilbene